9,9'-(5-(4,6-diphenyl-1,3,5-triazine-2-yl)-1,3-phenylene)bis(9H-carbazole) C1(=CC=CC=C1)C1=NC(=NC(=N1)C1=CC=CC=C1)C=1C=C(C=C(C1)N1C2=CC=CC=C2C=2C=CC=CC12)N1C2=CC=CC=C2C=2C=CC=CC12